3-methylthio-5-hexylthio-1H-1,2,4-triazole CSC1=NNC(=N1)SCCCCCC